F[C@@H]1COCC[C@@H]1NC1=NN2C(C=NC(=C2N2CCCCC2)C=2C=NNC2)=N1 N-((3S,4S)-3-Fluorotetrahydro-2H-pyran-4-yl)-5-(piperidin-1-yl)-6-(1H-pyrazol-4-yl)-[1,2,4]triazolo[1,5-a]pyrazin-2-amine